N-(2-(3-(2-hydroxypropan-2-yl)azetidin-1-yl)-5-(trifluoromethyl)pyridin-4-yl)-6-(1-methyl-1H-pyrazol-4-yl)picolinamide OC(C)(C)C1CN(C1)C1=NC=C(C(=C1)NC(C1=NC(=CC=C1)C=1C=NN(C1)C)=O)C(F)(F)F